C(=O)(OC(C)(C)C)N1C[C@H](CC1)N (S)-1-Boc-3-amino-pyrrolidine